(+/-)-glycidol C1C(O1)CO